C(CCCCC)[N+](CC(=O)OCC)(CCCCCC)CCCCCC tri(n-hexyl)[2-ethoxy-2-oxoethyl]ammonium